ethyl 2-(4-chlorophenyl)benzo[d]imidazo[2,1-b]thiazole-7-carboxylate ClC1=CC=C(C=C1)C=1N=C2SC3=C(N2C1)C=CC(=C3)C(=O)OCC